methyl-1-(bromomethyl)-3-methoxybenzene CC1=C(C=CC=C1OC)CBr